methyl N-[(2S)-1-({4-[3-(5-chloro-2-fluoro-3-methanesulfonamidophenyl)-1-(propan-2-yl)-1H-pyrazol-4-yl]pyrimidin-2-yl} amino)propan-2-yl]carbamate ClC=1C=C(C(=C(C1)C1=NN(C=C1C1=NC(=NC=C1)NC[C@H](C)NC(OC)=O)C(C)C)F)NS(=O)(=O)C